FC=1C=C(C=C(C1F)F)N1CCN(CC1)C(=O)OC1CC2(CN(C2)CC2=CC=CC=C2)C1 2-benzyl-2-azaspiro[3.3]heptan-6-yl 4-(3,4,5-trifluorophenyl)piperazine-1-carboxylate